5-(5-(2,5-difluorophenyl)-4,5-dihydro-1H-pyrazole-1-carbonyl)hexahydrocyclopenta[c]pyrrole-2(1H)-carboxylic acid tert-butyl ester C(C)(C)(C)OC(=O)N1CC2C(C1)CC(C2)C(=O)N2N=CCC2C2=C(C=CC(=C2)F)F